N1C=NC(=C1)C(O)C1=CC=C(C=C1)OCC1=CC=C(C=C1)C(F)(F)F (1H-imidazol-4-yl)(4-((4-(trifluoromethyl)benzyl)oxy)phenyl)methanol